dimethyl-phenyl-boric acid CC=1C(=C(C=CC1)OB(O)O)C